6,7-difluoro-4-oxo-1-(1,3-thiazol-2-yl)-1,4-dihydro-1,8-naphthyridine-3-carboxylic acid ethyl ester C(C)OC(=O)C1=CN(C2=NC(=C(C=C2C1=O)F)F)C=1SC=CN1